C(C)(=O)C=1C=NC=C(C(=O)O)C1 5-Acetylnicotinic acid